(Z)-2,5-difluoro-N'-hydroxy-4-methyl-3-nitrobenzamidine FC1=C(/C(=N/O)/N)C=C(C(=C1[N+](=O)[O-])C)F